NC=1C=C(C=CC1)C1=CC=C(C=C1)S(=O)(=O)C(C(=O)N)C (3'-amino-[1,1'-biphenyl]-4-sulfonyl)propanamide